4-amino-7-fluoro-N,1-dimethyl-N-((3S)-6-(methylsulfonyl)-2,3-dihydro-1-benzofuran-3-yl)-1H-pyrazolo[4,3-c]quinoline-8-carboxamide NC1=NC=2C=C(C(=CC2C2=C1C=NN2C)C(=O)N([C@@H]2COC1=C2C=CC(=C1)S(=O)(=O)C)C)F